n-butyl-2-isopropyl-3,4-epoxy-5-methylcyclohexyl-carboxylate C(CCC)C1(C(C2C(C(C1)C)O2)C(C)C)C(=O)[O-]